(S)-6-(2-chlorophenyl)-5-methyl-2-((3-methyl-4-(7-methyl-2,7-diazaspiro[3.5]non-2-yl)phenyl)amino)-8-(1-propylpiperidin-3-yl)pyrido[2,3-d]pyrimidin-7(8H)-one ClC1=C(C=CC=C1)C1=C(C2=C(N=C(N=C2)NC2=CC(=C(C=C2)N2CC3(C2)CCN(CC3)C)C)N(C1=O)[C@@H]1CN(CCC1)CCC)C